C(C)(C)C1OC2=C(NC1=O)C=C(C=C2C=2C1=C(C(N(C2)C)=O)NC=C1)CNS(=O)(=O)CC N-{[2-Isopropyl-8-(6-methyl-7-oxo-6,7-dihydro-1H-pyrrolo[2,3-c]pyridin-4-yl)-3-oxo-3,4-dihydro-2H-1,4-benzoxazin-6-yl]methyl}ethansulfonamid